7-(3-chloro-6-methoxy-5-nitropyridin-2-yl)-N,N-dimethyl-7-azaspiro[3.5]nonan-2-amine ClC=1C(=NC(=C(C1)[N+](=O)[O-])OC)N1CCC2(CC(C2)N(C)C)CC1